O=C1C(CCN2CC3=CC=CC=C3C=C2)C=CC=C1 2-(2-oxo-phenethyl)isoquinoline